aluminium potassium [K].[Al]